(Z,Z)-7,11-hexadecadienoic acid C(CCCCC\C=C/CC\C=C/CCCC)(=O)O